1-phenyl-1,2-propanedione-2-(O-phenyloxime) C1(=CC=CC=C1)ON=C(C(=O)C1=CC=CC=C1)C